6'-fluoro-2-oxo-2H-[1,3'-bipyridine]-3-carbonitrile FC1=CC=C(C=N1)N1C(C(=CC=C1)C#N)=O